N-[[6-[4-(2-Pyridyl)piperazin-1-yl]-2-pyridyl]sulfonyl]-2-(2,2,4-trimethylpyrrolidin-1-yl)pyridin-3-carboxamid N1=C(C=CC=C1)N1CCN(CC1)C1=CC=CC(=N1)S(=O)(=O)NC(=O)C=1C(=NC=CC1)N1C(CC(C1)C)(C)C